COP(=O)(OC)N1C(C=2C(C1=O)=C(C=CC2)C(CC)=O)=O N-dimethoxyphosphoryl-propionyl-phthalimide